CC1=NC=CC(=N1)NC1=NC=CC(=C1)C1=CC(NC(=C1)C=1C(=NC=CC1)C(F)(F)F)=O 4-[2-[(2-methylpyrimidin-4-yl)amino]-4-pyridyl]-6-[2-(trifluoromethyl)-3-pyridyl]-1H-pyridin-2-one